tert-butyl (S)-(2-(3-(2-(2-methylazetidin-1-yl)-6,7-dihydro-5H-cyclopenta[d]pyrimidin-4-yl)benzamido)ethyl)carbamate C[C@@H]1N(CC1)C=1N=C(C2=C(N1)CCC2)C=2C=C(C(=O)NCCNC(OC(C)(C)C)=O)C=CC2